5-(hydroxymethyl)-2-nitrophenol OCC=1C=CC(=C(C1)O)[N+](=O)[O-]